COC([C@H]1N(CCC1)C1=CSC(=C1)C(NC1=CC(=CC(=C1)S(=O)(=O)C)Cl)=O)=O (5-((3-chloro-5-(methylsulfonyl)phenyl)carbamoyl)thiophen-3-yl)proline methyl ester